ClC=1C=C(C=CC1)NC(=O)C1=NC=C(C=C1)O[C@H](C(=O)NC1=CC=C(C=C1)Cl)C (S)-N-(3-chlorophenyl)-5-((1-((4-chlorophenyl)amino)-1-oxopropan-2-yl)oxy)pyridinamide